FC1=C(CN2C(C3=NC=CN=C3C(=C2)C(=O)O)=O)C(=CC(=C1)C=1C2=CN(N=C2C=CC1)C)F 6-(2,6-difluoro-4-(2-methyl-2H-indazol-4-yl)benzyl)-5-oxo-5,6-dihydropyrido[3,4-b]pyrazine-8-carboxylic acid